2-((7s,8s)-2,7-dimethyl-3-oxo-2-azaspiro[4.5]decan-8-yl)-N-(imidazo[1,2-b]pyridazin-3-yl)-6-methoxy-2H-indazole-5-carboxamide CN1CC2(CC1=O)C[C@@H]([C@H](CC2)N2N=C1C=C(C(=CC1=C2)C(=O)NC2=CN=C1N2N=CC=C1)OC)C